3-cyclopropyl-N-(2-fluoro-2-methyl-propyl)-7-[(1-methyl-2-oxo-4-pyridinyl)amino]-7,8-dihydro-6H-cyclopenta[g]isoquinoline-5-sulfonamide, formate salt C(=O)O.C1(CC1)C=1N=CC=2C=C3C(=C(C2C1)S(=O)(=O)NCC(C)(C)F)CC(C3)NC3=CC(N(C=C3)C)=O